C(=O)C1=CC=C(C(=O)NC)C=C1 4-FORMYL-N-METHYL-BENZAMIDE